P(=O)([O-])([O-])[O-].[K+].[K+].[K+] Potassium Phosphate